5-hydroxy-1,2-naphthoquinone OC1=C2C=CC(C(C2=CC=C1)=O)=O